NCCCN(CCCN)CCC N,N-bis-(3-aminopropyl)-propylamine